5-(2-chloro-6-methylpyridin-4-yl)-4-(4-fluorophenyl)pyrimidin-2-amine ClC1=NC(=CC(=C1)C=1C(=NC(=NC1)N)C1=CC=C(C=C1)F)C